C1(CCCCCC1)CNC(=O)C1=CC2=C(N=C(N2)C(CC)(C)C)C=C1 N-(cycloheptylmethyl)-2-(1,1-dimethylpropyl)-3H-benzoimidazole-5-carboxamide